C(C1=CC=CC=C1)(C1=CC=CC=C1)=NC=1N=NC(=CC1C(=O)N(C)C)C 3-(benzhydrylideneamino)-N,N,6-trimethyl-pyridazine-4-carboxamide